6-(prop-1-yn-1-yl)-7H-pyrrolo[2,3-d]pyrimidine-5-carboxamide C(#CC)C1=C(C2=C(N=CN=C2)N1)C(=O)N